C1(=CC=CC=C1)C=1C(N(C(C1)=O)C(C)C1=CC=NC=C1)=O 3-phenyl-1-(1-(pyridin-4-yl)ethyl)-1H-pyrrole-2,5-dione